N1CC(C1)CN(C=1C2=C(N=C(N1)OC[C@]13CCCN3C[C@@H](C1)F)C(=C(N=C2)C2=CC(=CC1=CC=CC=C21)O)F)C 4-(4-((azetidin-3-ylmethyl)(methyl)amino)-8-fluoro-2-(((2R,7aS)-2-fluorohexahydro-1H-pyrrolizin-7a-yl)methoxy)pyrido[4,3-d]pyrimidin-7-yl)naphthalen-2-ol